2,8-bis(diphenylphosphono)dibenzothiophene C1(=CC=CC=C1)OP(=O)(OC1=CC=CC=C1)C1=CC2=C(SC3=C2C=C(C=C3)P(=O)(OC3=CC=CC=C3)OC3=CC=CC=C3)C=C1